2-[2-[(4-piperazin-1-ylsulfonyl-1,3-benzothiazol-2-yl)methylcarbamoyl]indan-2-yl]acetic Acid N1(CCNCC1)S(=O)(=O)C1=CC=CC2=C1N=C(S2)CNC(=O)C2(CC1=CC=CC=C1C2)CC(=O)O